4-((2s,5r)-4-(1-(4-(2-cyanoprop-2-yl)phenyl)propyl)-5-ethyl-2-methylpiperazin-1-yl)-1-methyl-2-oxo-1,2-dihydropyrido[3,2-d]pyrimidine-6-carbonitrile C(#N)C(C)(C)C1=CC=C(C=C1)C(CC)N1C[C@@H](N(C[C@H]1CC)C=1C2=C(N(C(N1)=O)C)C=CC(=N2)C#N)C